C1=CC=CC=2C3=CC=CC=C3C(C12)COC(=O)N([C@@H]1C(N(CC=CC1)[C@H](C(=O)N(CC(=O)O)C)CC1=CC=C(C=C1)C(F)(F)F)=O)C N-((S)-2-((S)-3-((((9H-fluoren-9-yl)methoxy)carbonyl)(methyl)amino)-2-oxo-2,3,4,7-tetrahydro-1H-azepin-1-yl)-3-(4-(trifluoromethyl)phenyl)propanoyl)-N-methylglycine